3-amino-4-bromo-5-methylthiophene-2-carboxylic acid NC1=C(SC(=C1Br)C)C(=O)O